cyclohexane-1,4-dicarboxylic acid diisotridecyl ester C(CCCCCCCCCC(C)C)OC(=O)C1CCC(CC1)C(=O)OCCCCCCCCCCC(C)C